[F-].[NH4+] Ammonium Fluorid